[Cl-].[Cl-].C1(=CC=CC=C1)[Si](=[Zr+2]C1C(=CC2=CC=CC=C12)C1C=CC=C1)C1=CC=CC=C1 diphenylsilanediyl[(cyclopentadienyl)(indenyl)]zirconium dichloride